C(C)(C)(C)OC(=O)N[C@@H](CC1=CC=C(C=C1)CCB(O)O)C(=O)OCC 2-{4-[(2S)-2-[(tert-Butoxycarbonyl)amino]-3-ethoxy-3-oxopropyl]phenyl}ethylboronic acid